FC1=C(C=C(C=C1)NC(C1=CN=C(C=C1)N(C)C)=O)C(N)=NO N-(4-fluoro-3-(N'-hydroxyamidino)phenyl)-6-(dimethylamino)nicotinamide